3-[2,3-difluoro-4-(propan-2-yloxy)phenoxy]-N-{3-[imino(methyl)oxo-λ6-sulfanyl]phenyl}-5-methyl-6-(trifluoromethyl)pyridazine-4-carboxamide FC1=C(OC=2N=NC(=C(C2C(=O)NC2=CC(=CC=C2)S(=O)(C)=N)C)C(F)(F)F)C=CC(=C1F)OC(C)C